CC1OC2([C@H](N1C(C=C)=O)C)CCNCC2 1-[(4R)-2,4-dimethyl-1-oxa-3,8-diazaspiro[4.5]decan-3-yl]prop-2-en-1-one